5-[5',6'-dihydrospiro[pyrrolidine-3,4'-pyrrolo[1,2-b]pyrazol]-2'-yl]-3-[(1R)-1-(pyridin-4-yl)ethoxy]pyridin-2-amine-hydrochloride salt Cl.N=1N2C(=CC1C=1C=C(C(=NC1)N)O[C@H](C)C1=CC=NC=C1)C1(CC2)CNCC1